bis(triisooctyloxysilylpropyl) tetrasulfide C(CCCCC(C)C)O[Si](OCCCCCC(C)C)(OCCCCCC(C)C)CCCSSSSCCC[Si](OCCCCCC(C)C)(OCCCCCC(C)C)OCCCCCC(C)C